(2,4-dimethylphenyl)phosphine CC1=C(C=CC(=C1)C)P